C(C)(C)(C)N(C([O-])=O)[C@@H]1C[C@H](CC1)O.FC1=CC=C(C=C1)[B-](C1=CC=C(C=C1)F)(C1=CC=C(C=C1)F)C1=CC=C(C=C1)F.C(CCC)[NH+](CCCC)CCCC.C(CCC)[NH+](CCCC)CCCC tributyl-ammonium tetrakis(4-fluorophenyl)borate tert-butyl-((1S,3S)-3-hydroxycyclopentyl)carbamate